5-fluoro-3,8a-dihydroisoquinolin-1(2H)-one FC=1C2=CCNC(C2C=CC1)=O